1-bromo-2,2-dimethyldecane BrCC(CCCCCCCC)(C)C